C(C1CO1)N1C(=O)N(C(=O)C1(C1=CC=CC=C1)C1=CC=CC=C1)CC1CO1 1,3-diglycidyl-5,5-diphenylhydantoin